OC(C)C1=CC=C(C=C1)C(=O)N1CCC(CC1)OC (4-(1-hydroxyethyl)phenyl)(4-methoxypiperidin-1-yl)methanone